7-chloro-2,3,4,5-tetrahydro-1H-1-benzazepin ClC=1C=CC2=C(CCCCN2)C1